FC1=C(C=CC=C1[N+](=O)[O-])C1=CC=CC(=N1)N[C@H]1C[C@H](N(C1)C(=O)OCC1=CC=CC=C1)C=1N=NNN1 benzyl (2S,4S)-4-[[6-(2-fluoro-3-nitro-phenyl)-2-pyridyl]amino]-2-(2H-tetrazol-5-yl)pyrrolidine-1-carboxylate